C1(CC1)C#C[C@@]1(NC(NC2=CC(=C(C=C12)C)CN1C=NC=CC1=O)=O)C(F)(F)F (S)-4-(cyclopropylethynyl)-6-methyl-7-((6-oxopyrimidin-1(6H)-yl)methyl)-4-(trifluoromethyl)-3,4-dihydroquinazolin-2(1H)-one